3,4,5-trichlorophenylboronic acid ClC=1C=C(C=C(C1Cl)Cl)B(O)O